ClC1=CC(=C(OCC2=NC=CC(=C2)OC2=C(C=C(C=C2)CC(=O)NC2=C(C=C(C(=O)OC)C=C2NC[C@H]2OCC2)F)F)C=C1)F Methyl (S)-4-(2-(4-((2-((4-Chloro-2-fluorophenoxy)methyl)pyridin-4-yl)oxy)-3-fluorophenyl)acetamido)-3-fluoro-5-((oxetan-2-ylmethyl)amino)benzoate